(Z)-2-(((2-butyl-1-methyl-1H-benzo[d]imidazol-6-yl)oxy)methyl)-3-fluoroprop-2-en-1-amine 4-methylbenzenesulfonate CC1=CC=C(C=C1)S(=O)(=O)O.C(CCC)C1=NC2=C(N1C)C=C(C=C2)OC\C(\CN)=C/F